2'-hydroxy-4',6'-bis(methoxymethoxy)acetophenone OC1=C(C(=CC(=C1)OCOC)OCOC)C(C)=O